N(=[N+]=[N-])CCOCCOCCOCCOC1=CC=C(C=C1)CCC=1C(=NN(C1O)C1=NC2=C(N1)C=CC(=C2)Cl)C2CCN(CC2)C(=O)OC(C)(C)C tert-butyl 4-(4-{2-[4-(2-{2-[2-(2-azidoethoxy)ethoxy]ethoxy}ethoxy)phenyl]ethyl}-1-(5-chloro-1H-1,3-benzodiazol-2-yl)-5-hydroxy-1H-pyrazol-3-yl)piperidine-1-carboxylate